C(#N)CCN(C1=CC=CC=C1)CCO N-(2-cyanoethyl)-N-hydroxyethylaniline